triazine format C(=O)O.N1=NN=CC=C1